BARIUM-CALCIUM-ALUMINIUM OXID [O-2].[Al+3].[Ca+2].[Ba+2]